BrC1=NN(C2=CC=C(C=C12)CBr)COCC[Si](C)(C)C 3-bromo-5-(bromomethyl)-1-((2-(trimethylsilyl)ethoxy)methyl)-1H-indazole